FC=1C=C(C=CC1)S(=O)(=O)C=1C=CC=C2C(N(C(NC12)=O)O)=O 8-((3-fluorophenyl)sulfonyl)-3-hydroxyquinazoline-2,4(1H,3H)-dione